ClC=1C=C(C=2N(N1)C=CN2)[C@@H]2[C@H](C2)C2=CC=C1C(=CC=NC1=C2)C(F)(F)F 7-[(1S,2S)-2-(6-chloroimidazo[1,2-b]pyridazin-8-yl)cyclopropyl]-4-(trifluoromethyl)quinolin